[Pd].C1(=CC=CC=C1)P(CCP(C1=CC=CC=C1)C1=CC=CC=C1)C1=CC=CC=C1.C1(=CC=CC=C1)P(CCP(C1=CC=CC=C1)C1=CC=CC=C1)C1=CC=CC=C1 bis[1,2-bis(diphenylphosphino)ethane] palladium